C(C)S(=O)(=O)N1CCN(CC1)C(=O)C=1C(=C2C(=NC1)N(N=C2)C)N2CCC(CC2)(C#N)C 1-(5-(4-(Ethylsulfonyl)piperazine-1-carbonyl)-1-methyl-1H-pyrazolo[3,4-b]pyridin-4-yl)-4-methylpiperidine-4-carbonitrile